4-amino-4-cyano-N-[4-(3-cyanophenyl)-5-(2,6-dimethyl-4-pyridyl)thiazol-2-yl]piperidine-1-carboxamide NC1(CCN(CC1)C(=O)NC=1SC(=C(N1)C1=CC(=CC=C1)C#N)C1=CC(=NC(=C1)C)C)C#N